CN(C[C@H](C)OC=1N=C(C2=C(N1)CN(CC2)C2=CC(=CC1=CC=CC=C21)OCOC)N2CCN(CC2)C(=O)OCC2=CC=CC=C2)C benzyl (S)-4-(2-((1-(dimethylamino)propan-2-yl)oxy)-7-(3-(methoxymethoxy)naphthalen-1-yl)-5,6,7,8-tetrahydropyrido[3,4-d]pyrimidin-4-yl)piperazine-1-carboxylate